BrC1=C(C=C(C=C1)O)C1N(CCN(C1)C(=O)OC(C)(C)C)C(=O)OC(C)(C)C di-tert-butyl 2-(2-bromo-5-hydroxyphenyl)piperazine-1,4-dicarboxylate